(S)-N-((S)-cyano((R)-3,3-dimethylcyclohexyl)methyl)-4-methylbenzenesulfinamide C(#N)[C@@H](N[S@@](=O)C1=CC=C(C=C1)C)[C@H]1CC(CCC1)(C)C